1-methyl-2,3-diketo-4-(piperidin-4-yl)-1,2,3,4-tetrahydropyrido[2,3-b]pyrazine-7-carbonitrile dihydrochloride Cl.Cl.CN1C2=C(N(C(C1=O)=O)C1CCNCC1)N=CC(=C2)C#N